C(C=C)(=O)N1C[C@@H](N(C[C@H]1C)C1=NC(N2C3=C(C(=C(C=C13)Cl)C1=C(C=CC(=C1)Cl)F)OC[C@@H]2CN2CC(CC2)(F)F)=O)C (3S)-7-((2S,5R)-4-acryloyl-2,5-dimethylpiperazin-1-yl)-9-chloro-10-(5-chloro-2-fluorophenyl)-3-((3,3-difluoropyrrolidin-1-yl)methyl)-2H-[1,4]oxazino[2,3,4-ij]quinazolin-5(3H)-one